C1(=CC=CC=C1)S(=O)(=O)/C=C/C1=CC=C(C=C1)C(F)(F)F (E)-1-(2-(phenylsulfonyl)vinyl)-4-(trifluoromethyl)benzene